N7-(4,6-difluoro-2,3-dihydrobenzofuran-3-yl)-2-(methoxymethyl)pyrazolo[1,5-a]pyrimidine-3,7-dicarboxamide FC1=CC(=CC2=C1C(CO2)NC(=O)C2=CC=NC=1N2N=C(C1C(=O)N)COC)F